NC1=NC(=CC(=N1)N1CCC2(C[C@H](NC2)C(=O)O)CC1)O[C@@H](C(F)(F)F)C1=C(C=C(C=C1)Cl)C1=CC(=CC(=C1)OC(C)C)F (S)-8-(2-amino-6-((R)-1-(5-chloro-3'-fluoro-5'-isopropoxy-[1,1'-biphenyl]-2-yl)-2,2,2-trifluoroethoxy)pyrimidin-4-yl)-2,8-diazaspiro[4.5]decane-3-carboxylic acid